2-bromo-2,2-difluoro-acetic acid BrC(C(=O)O)(F)F